methyl 1-methyl-1H-pyrazole-4-acetate CN1N=CC(=C1)CC(=O)OC